CN1CC(CC1)(C)CN (1,3-dimethylpyrrolidin-3-yl)methanamine